1-(5-chloro-9-methylene-xanthen-3-yl)pyrrolidine-3-carboxylic acid tert-butyl ester C(C)(C)(C)OC(=O)C1CN(CC1)C=1C=CC=2C(C3=CC=CC(=C3OC2C1)Cl)=C